4-trifluoro-1,3-butanedione C(C(=O)C(F)F)C(=O)F